N-(4-(4-(2-methoxyethyl)-piperazin-1-yl)pyridin-2-yl)-5-(1H-pyrazol-4-yl)-thiazolo[5,4-b]pyridin-2-amine COCCN1CCN(CC1)C1=CC(=NC=C1)NC=1SC2=NC(=CC=C2N1)C=1C=NNC1